tert-butyl (2-(2-acetyl-1H-pyrrol-1-yl)propyl)carbamate C(C)(=O)C=1N(C=CC1)C(CNC(OC(C)(C)C)=O)C